1-benzyl-4-methyl-3-(oct-4-en-4-yl)pyridine-2(1H)-one C(C1=CC=CC=C1)N1C(C(=C(C=C1)C)C(CCC)=CCCC)=O